C(C1=CC=CC=C1)N1C([C@@H](NC(C1)=O)CC(=O)OC)=O Methyl (S)-2-(4-benzyl-3,6-dioxopiperazin-2-yl)acetate